[N+](=O)([O-])C1=CC(=NS1)CO (5-nitroisothiazol-3-yl)methanol